(S)-2-((tert-butoxycarbonyl)Amino)-2-(4-fluorophenyl)acetic acid C(C)(C)(C)OC(=O)N[C@H](C(=O)O)C1=CC=C(C=C1)F